CON(C(C1=C(C(=CC(=C1)OC)OC)OC)=O)C N,2,3,5-tetramethoxy-N-methylbenzamide